Acetylcholine bicarbonate C([O-])(O)=O.C(C)(=O)OCC[N+](C)(C)C